ClC1=C(C=C(C(=C1)F)C1=C(C(=C(C(=C1F)F)F)F)F)S[C@@H](C(=O)N1[C@@H](CCC1)C(=O)OC)C methyl ((R)-2-((4-chloro-2',3',4',5',6,6'-hexafluoro-[1,1'-biphenyl]-3-yl)thio)propanoyl)-L-prolinate